tert-butyl (6-(N-(1-(5-chloro-2-(4,4-dimethylpiperidin-1-yl)phenoxy)cyclopropane-1-carbonyl)sulfamoyl)pyridin-2-yl)carbamate ClC=1C=CC(=C(OC2(CC2)C(=O)NS(=O)(=O)C2=CC=CC(=N2)NC(OC(C)(C)C)=O)C1)N1CCC(CC1)(C)C